4-(4-((1-methylpyrrolidin-3-yl)methoxy)-7-(pyridin-3-yl)-6,7-dihydro-5H-pyrrolo[2,3-d]pyrimidin-2-yl)morpholine CN1CC(CC1)COC=1C2=C(N=C(N1)N1CCOCC1)N(CC2)C=2C=NC=CC2